C1(CC1)[Bi](NN([Bi](C1CC1)(C1CC1)(C1CC1)C1CC1)[BiH](C1CC1)(C1CC1)C1CC1)(C1CC1)(C1CC1)C1CC1 tetracyclopropyl-λ5-bismuthanylamino(tricyclopropyl-λ5-bismuthanyl)(tetracyclopropyl-λ5-bismuthanyl)amine